CP(=O)(C)C=1C=C2C(=NC(=NC2=CC1C#N)C)NC(C)C1=C(C(=CC=C1)C(F)(F)F)C 6-(dimethylphosphoryl)-2-methyl-4-((1-(2-methyl-3-(trifluoromethyl)phenyl)ethyl)amino)quinazoline-7-nitrile